1-(6-(4-((3-Chloro-5-(trifluoromethyl)pyridin-2-yl)oxy)phenyl)pyridin-2-yl)ethan-1,2-diol ClC=1C(=NC=C(C1)C(F)(F)F)OC1=CC=C(C=C1)C1=CC=CC(=N1)C(CO)O